FC(OC1=CC=C(COC(=O)N2C[C@H]3CNC[C@@]3(C2)F)C=C1)(F)F Trans-3a-fluoro-hexahydro-pyrrolo[3,4-c]pyrrole-2-carboxylic acid 4-trifluoromethoxy-benzyl ester